IC=1C=CNC1 4-iodo-1H-pyrrole